ClC1=CC=C2C(=N1)N=C(O2)N2CCN(CC2)C(=O)C2=CC=C(C=C2)N2CC1(C2)CCC1(F)F [4-(5-chlorooxazolo[4,5-b]pyridin-2-yl)piperazin-1-yl]-[4-(7,7-difluoro-2-azaspiro[3.3]heptan-2-yl)phenyl]methanone